ClC(C1=CC=C(C=C1)C(Cl)(Cl)Cl)(Cl)Cl 1,4-bis(trichloromethyl)benzene